ortho-tolyl-biguanide C1(=C(C=CC=C1)NC(=N)NC(=N)N)C